COC(CN(C(=N)C1CCCCC1)C)OC N-(2,2-dimethoxyethyl)-N-methyl-cyclohexanecarboxamidine